[Si](C)(C)(C(C)(C)C)O[C@@H](CNC(OC(C)(C)C)=O)C1=CC=NC=C1 |r| rac-tert-Butyl [2-{[tert-butyl(dimethyl)silyl]oxy}-2-(pyridin-4-yl)ethyl]carbamate